5-bromo-6-((tetrahydrofuran-3-yl)oxy)pyridin-2-amine BrC=1C=CC(=NC1OC1COCC1)N